FC(C(=O)O)(F)F.CN1C(N(C2=C1C=C(C=C2)C2CCNCC2)C2C(NC(CC2)=O)=O)=O 3-[3-methyl-2-oxo-5-(4-piperidinyl)benzimidazol-1-yl]piperidine-2,6-dione trifluoroacetate